4,4'-(6-(4-aminopiperidin-1-yl)-4-methoxypyridin-2,3-diyl)bis(2-fluorobenzonitrile) NC1CCN(CC1)C1=CC(=C(C(=N1)C1=CC(=C(C#N)C=C1)F)C1=CC(=C(C#N)C=C1)F)OC